2-[[6-[6-(3-cyclopropyl-1,2,4-triazol-1-yl)-2-azaspiro[3.3]heptane-2-carbonyl]-2,6-diazaspiro[3.3]heptan-2-yl]sulfonyl]benzamide C1(CC1)C1=NN(C=N1)C1CC2(CN(C2)C(=O)N2CC3(CN(C3)S(=O)(=O)C3=C(C(=O)N)C=CC=C3)C2)C1